CN(C=1OC2=C(N1)C=CC(=C2)C(=O)N2CCN(CC2)C2=NC1=CC=CC=C1C(N2)=O)CCC 2-[4-[2-[Methyl(propyl)amino]-1,3-benzoxazole-6-carbonyl]piperazin-1-yl]-3H-quinazolin-4-one